C(C1=CC=CC=C1)(C1=CC=CC=C1)N1C(CN(CC1C)CC=1C=C2C(N(C(C2=CC1)=O)C1C(NC(CC1)=O)=O)=O)C 5-((4-benzhydryl-3,5-dimethylpiperazin-1-yl)methyl)-2-(2,6-dioxopiperidin-3-yl)isoindoline-1,3-dione